CC1=C(C=CC(=C1)NC=1C2=CC=CC=C2C=2C=CC=CC2C1)C1=CC=CC=C1 N-(2-methyl-[1,1'-biphenyl]-4-yl)phenanthrene-9-amine